CC1=C(C2=C(OCO2)C=C1NC1=NC(=CC(=N1)C)NC)C=1CCCN(CC1)C(=O)OC(C)(C)C tert-butyl 5-[5-methyl-6-[[4-methyl-6-(methylamino)pyrimidin-2-yl]amino]-1,3-benzodioxol-4-yl]-2,3,4,7-tetrahydroazepine-1-carboxylate